C(C1=CC=CC=C1)OC(=O)N1C2CN(CC1CC2)C=2C1=C(N=C(N2)SC)CN(CC1)C1=CC(=CC2=CC=CC=C12)OCC1=CC=CC=C1 3-(7-(3-(benzyloxy)naphthalen-1-yl)-2-(methylthio)-5,6,7,8-tetrahydropyrido[3,4-d]pyrimidine-4-yl)-3,8-diazabicyclo[3.2.1]octane-8-carboxylic acid benzyl ester